C1(CCC1)NC(=O)C1=CC(=CC=2NC(=NC21)C)NC(=O)C2=C(C=CC=C2)C(F)(F)F N-cyclobutyl-2-methyl-6-({[2-(trifluoromethyl)phenyl]carbonyl}amino)-1H-benzoimidazole-4-carboxamide